C(CC)NC(=O)C1=CC=C(C(=N1)C(=O)OC)C=1C(=CC2=C(OCCC3=C2SC=C3)C1)C(NC=1C=C3CCNCC3=CC1)=O methyl 6-(propylcarbamoyl)-3-(9-((1,2,3,4-tetrahydroisoquinolin-6-yl)carbamoyl)-4,5-dihydrobenzo[b]thieno[2,3-d]oxepin-8-yl)picolinate